C(C1=CC=CC=C1)NC[C@@H](CC)C |r| (±)-benzyl-2-methylbutylamine